N-(3-methoxypropyl)-4-((2-(benzenesulfonylamino)-1H-benzo[d]imidazol-1-yl)methyl)benzamide COCCCNC(C1=CC=C(C=C1)CN1C(=NC2=C1C=CC=C2)NS(=O)(=O)C2=CC=CC=C2)=O